2-cyclopropyl-9-(2,2-difluoro-1,3-benzodioxol-5-yl)-7-(3,4-dimethoxyphenyl)-8H-pyrido[1,2-a]pyrimidin-8-one C1(CC1)C1=NC=2N(C=C1)C=C(C(C2C2=CC1=C(OC(O1)(F)F)C=C2)=O)C2=CC(=C(C=C2)OC)OC